COC=1C=CC2=C(NC3=C(C(C2)=O)C=CC(=C3C)C)C1 3-methoxy-6,7-dimethyl-5,11-dihydro-10H-dibenzo[b,f]azepin-10-one